tert-butyl (2-(3-carbamoyl-6-(4-fluorophenethyl)-2-isobutyl-5-(5-methyl-1,3,4-oxadiazol-2-yl)pyridin-4-yl)benzo[b]thiophen-4-yl)carbamate C(N)(=O)C=1C(=NC(=C(C1C1=CC2=C(S1)C=CC=C2NC(OC(C)(C)C)=O)C=2OC(=NN2)C)CCC2=CC=C(C=C2)F)CC(C)C